CC1=CC(=NN1C1=NC=C(N=C1)C(F)(F)F)N1CCN(CC1)CCN1CCOCC1 4-[2-[4-[5-methyl-1-[5-(trifluoromethyl)pyrazin-2-yl]pyrazol-3-yl]piperazin-1-yl]ethyl]morpholine